C(CCCCCCCCCCCCCCCCCCC)(=O)OCCCCCCCCCCCCCCCC hexadecyl icosanoate